1-(4-hydroxyphenyl)-3,3-dimethyl-1H-indene-5-ol OC1=CC=C(C=C1)C1CC(C2=CC(=CC=C12)O)(C)C